C(C=C)(=O)OCCCP(=O)=O phosphopropyl acrylate